ClC1=NC=C(C=C1C1=C2CCN(C(C2=CC(=C1)CCN(C)CC)=O)C(C)C1=NC=C(C#N)C(=C1)OCC)C(C)O 6-(1-(5-(2-chloro-5-(1-hydroxyethyl)pyridin-3-yl)-7-(2-(ethyl(methyl)amino)ethyl)-1-oxo-3,4-dihydroisoquinolin-2(1H)-yl)ethyl)-4-ethoxynicotinonitrile